4-cyclopropoxypyridine-3-carboxamide C1(CC1)OC1=C(C=NC=C1)C(=O)N